N,N-dimethyl-3-[6-({2-[(1S,4S)-5-methyl-2,5-diazabicyclo[2.2.1]heptan-2-yl]pyrimidin-4-yl}amino)-[1,3]thiazolo[5,4-c]pyridin-2-yl]benzene-1-sulfonamide CN(S(=O)(=O)C1=CC(=CC=C1)C=1SC=2C=NC(=CC2N1)NC1=NC(=NC=C1)N1[C@@H]2CN([C@H](C1)C2)C)C